silver (i) oxide [O-2].[Ag+].[Ag+]